tert-butyl 4-((4-ethoxy-5-((8-methoxy-2-methylimidazo[1,2-a]pyridin-6-yl)carbamoyl)pyrimidin-2-yl)(ethyl)amino)piperidine-1-carboxylate C(C)OC1=NC(=NC=C1C(NC=1C=C(C=2N(C1)C=C(N2)C)OC)=O)N(C2CCN(CC2)C(=O)OC(C)(C)C)CC